CS(=O)(=O)[N-]S(=O)(=O)C bis-((methyl)sulfonyl)amide